NCCN1CCN(CC1)CCO 2-(4-(2-aminoethyl)piperazin-1-yl)ethanol